[Na+].OC(CC(=O)[O-])C L-3-hydroxybutyrate sodium salt